ClC=1C=CC(=C(C1)C1=CC(N2[C@@H](CCC2=C1)C1=C(N=C(N1)C=1C(=NC(=CC1)N(CC1=CC=CC=C1)CC1=CC=CC=C1)F)F)=O)N1N=NN=C1 (3S)-7-[5-chloro-2-(1H-tetrazol-1-yl)phenyl]-3-{2-[6-(dibenzylamino)-2-fluoro-3-pyridinyl]-4-fluoro-1H-imidazol-5-yl}-2,3-Dihydro-5(1H)-indolizinone